ClC=1C(=C(C=CC1OC(F)F)NC=1C2=C(N=CN1)C=CC(=N2)N2[C@@H]1CN([C@H](C2)C1)C(\C=C\CN(C)C)=O)F (E)-1-((1S,4S)-5-(4-((3-Chloro-4-(difluoromethoxy)-2-fluorophenyl)amino)pyrido[3,2-d]pyrimidin-6-yl)-2,5-diazabicyclo[2.2.1]heptan-2-yl)-4-(dimethylamino)but-2-en-1-one